(4-(4-((3-(3,6-difluoropyridin-2-yl)-1-((1r,4r)-4-ethoxycyclohexyl)-1H-pyrazol-4-yl)carbamoyl)thiazol-2-yl)-1H-pyrazol-1-yl)methyl 4-((S)-2-amino-3-methylbutanamido)butanoate N[C@H](C(=O)NCCCC(=O)OCN1N=CC(=C1)C=1SC=C(N1)C(NC=1C(=NN(C1)C1CCC(CC1)OCC)C1=NC(=CC=C1F)F)=O)C(C)C